FC=1C=C2C(=C(C(NC2=CC1)=O)C(=O)NC/C=C/C(=O)[O-])C1=CC=CC=C1 (2E)-4-[(6-fluoro-2-oxo-4-phenyl-1,2-dihydroquinolin-3-yl)formamido]but-2-enoate